FC1=NC(=C2N=CN(C2=N1)C1OCCCC1)NCC1=C(C=C(C=C1)Cl)Cl 2-fluoro-6-[(2,4-dichlorobenzyl)amino]-9-(tetrahydro-2H-pyran-2-yl)-9H-purine